C(C1=CC=CC=C1)N1CC2N(C(C1)C)CCNC2 2-benzyl-4-methyloctahydro-2H-pyrazino[1,2-a]pyrazine